3-chloro-9-(4-fluorophenyl)phenanthreneformamidobenzyl cyanide ClC=1C=C(C=2C=C(C3=CC=CC=C3C2C1)C1=CC=C(C=C1)F)C(=O)NC(C1=CC=CC=C1)C#N